methyl 5-(3-((isopropylcarbamoyl) oxy) cyclopentyl)-1-((2-(trimethylsilyl) ethoxy) methyl)-1H-pyrrolo[2,3-b]pyridine-2-carboxylate C(C)(C)NC(=O)OC1CC(CC1)C=1C=C2C(=NC1)N(C(=C2)C(=O)OC)COCC[Si](C)(C)C